3-[(tert-butyl-dimethylsilyl)oxy]propan-1-ol [Si](C)(C)(C(C)(C)C)OCCCO